2-[3-(2-methoxyvinyl)phenyl]acetic acid COC=CC=1C=C(C=CC1)CC(=O)O